3-METHYL-DECANE tert-butyl-6-(1-(oxetan-3-yl)-1H-pyrazolo[3,4-d]pyrimidin-6-yl)-5-oxo-2,6-diazaspiro[3.4]octane-2-carboxylate C(C)(C)(C)OC(=O)N1CC2(C1)C(N(CC2)C2=NC=C1C(=N2)N(N=C1)C1COC1)=O.CC(CC)CCCCCCC